3-aminobutenoic acid methyl ester COC(C=C(C)N)=O